IsocyanatoAmine N(=C=O)N